N-phenylaminoThiocarbonyl-glycylglycine C1(=CC=CC=C1)NC(=S)NCC(=O)NCC(=O)O